FCC(CF)C1C(C1)C1=C(N=NC(=C1)C=1C(=NC(=NC1)OC)OC)C 4-(2-(1,3-difluoropropan-2-yl)cyclopropyl)-6-(2,4-dimethoxypyrimidin-5-yl)-3-methyl-pyridazine